5-(2-bromo-3-(2-(dimethylamino)vinyl)-6-fluoro-4-nitrophenoxy)-2-fluorobenzonitrile BrC1=C(OC=2C=CC(=C(C#N)C2)F)C(=CC(=C1C=CN(C)C)[N+](=O)[O-])F